Methyl ((2S)-1-(2-(((S)-1-(cyclopropylamino)-6,6-difluoro-1,2-dioxoheptan-3-yl)carbamoyl)-5,5-dimethylpiperidin-1-yl)-3,3-dimethyl-1-oxobutan-2-yl)carbamate C1(CC1)NC(C([C@H](CCC(C)(F)F)NC(=O)C1N(CC(CC1)(C)C)C([C@H](C(C)(C)C)NC(OC)=O)=O)=O)=O